3-ethyl-N-(4-(6-isopropyl-5-(8-methoxy-[1,2,4]triazolo[1,5-a]pyridin-6-yl)-4H-pyrrolo[3,2-d]thiazol-2-yl)cyclohexyl)oxetan-3-amine C(C)C1(COC1)NC1CCC(CC1)C=1SC2=C(N1)C(=C(N2)C=2C=C(C=1N(C2)N=CN1)OC)C(C)C